C(C1=CC=CC=C1)N(C(C(CC)(C)C)=O)OC N-benzyl-N-methoxy-2,2-dimethylbutyramide